6-((2-aminoethoxy)methyl)-4-(2-chlorocyclohexa-1,5-dien-1-yl)-5-methoxycarbonyl-2-methyl-1,4-dihydropyridine-3-carboxylic acid NCCOCC1=C(C(C(=C(N1)C)C(=O)O)C1=C(CCC=C1)Cl)C(=O)OC